(Z)-5-(4-methoxyphenoxy)-2-[1-(tributylstannyl)ethylidene]pentanoate COC1=CC=C(OCCC/C(/C(=O)[O-])=C(\C)/[Sn](CCCC)(CCCC)CCCC)C=C1